C(C)(=O)N1CCC2=CC=CC=C12 1-acetyl-2,3-dihydro-1H-indol